CC=1C2=C3C=CC1C(C1=CC=C4CCN(C(C5=CC=C(CC\C=C/CCN3N=N2)C=C5)=O)CC4=C1)CC(=O)OCC Ethyl [(13Z)-33-methyl-21-oxo-8,9,10,22-tetraazahexacyclo[20.5.3.217,20.13,7.06,10.025,29]tritriaconta-1(27),3(33),4,6,8,13,17,19,25,28,31-undecaen-2-yl]acetate